CNC(=O)C1=CC=C(C=C1)N1C=2N(C3=C(C1=O)CCN(C3)C(=O)OC(C)(C)C)N=CC2CC#C tert-butyl 4-(4-(methylcarbamoyl)phenyl)-5-oxo-3-(prop-2-yn-1-yl)-5,6,7,9-tetrahydropyrazolo[1,5-a]pyrido[4,3-e]pyrimidine-8(4H)-carboxylate